C(C1=CC=CC=C1)NC(=O)N1CC(C1)C1=C(N=CS1)C(=O)O 5-[1-(benzylcarbamoyl)azetidin-3-yl]-1,3-thiazole-4-carboxylic acid